2,2'-dimethoxybiphenyl COC1=C(C=CC=C1)C1=C(C=CC=C1)OC